[1,3]thiazepine-7-carboxamide S1C=NC=CC=C1C(=O)N